BrC1=CC=CC=2N=COC21 7-bromo-1,3-benzoxazole